5-(4-((2,7-dimethyl-3-oxo-3,4-dihydroquinoxalin-6-yl)methyl)piperazin-1-yl)-N,6-dimethylpicolinamide CC1=NC2=CC(=C(C=C2NC1=O)CN1CCN(CC1)C=1C=CC(=NC1C)C(=O)NC)C